((S)-6,8-dichloro-1-methyl-3,4-dihydroisoquinolin-2(1H)-yl)(1,4-oxazepan-6-yl)methanone trifluoroacetic acid salt FC(C(=O)O)(F)F.ClC=1C=C2CCN([C@H](C2=C(C1)Cl)C)C(=O)C1CNCCOC1